C(=O)(OCC1C2=CC=CC=C2C2=CC=CC=C12)N1[C@@H](C[C@H](C1)NC(=O)OC(C)(C)C)C(=O)O (2S,4R)-Fmoc-4-tert-butoxycarbonylaminopyrrolidine-2-carboxylic acid